4-chloro-5-(phenyl)-5-hydroxy-1-isobutyl-1,5-dihydro-pyrrol-2-one ClC1=CC(N(C1(O)C1=CC=CC=C1)CC(C)C)=O